5-chloro-3-(3-methylmorpholino)-2-oxopyrazin ClC=1N=C(C(NC1)=O)N1C(COCC1)C